6-((4-((2-cyclopropyl-4-phenyloxazol-5-yl)oxy)pyridin-2-yl)amino)picolinic acid C1(CC1)C=1OC(=C(N1)C1=CC=CC=C1)OC1=CC(=NC=C1)NC1=CC=CC(=N1)C(=O)O